N[C@H]1[C@@H](C1)C1=CC=C(C=C1)NC(OCC1=CC=CC=C1)=O trans-benzyl 4-(2-aminocyclopropyl)phenylcarbamate